NC=1C2=C(N=CN1)N(C=C2C)CC(=O)N2[C@@H](C[C@H](C2)F)C(=O)NCC2=C(C(=CC=C2)Cl)F (2S,4R)-1-(2-(4-amino-5-methyl-7H-pyrrolo[2,3-d]pyrimidin-7-yl)acetyl)-N-(3-chloro-2-fluorophenylmethyl)-4-fluoropyrrolidine-2-carboxamide